O1CCN(CC1)S(=O)(=O)C=1C=NC2=CC=C(C=C2C1NC1=C(C(=O)O)C=CC=C1)C1=CC=C(C=C1)N1N=CC=C1 2-[[3-morpholinosulfonyl-6-(4-pyrazol-1-ylphenyl)-4-quinolyl]amino]benzoic acid